3-(5-chloro-6-oxo-1-tetrahydropyran-2-yl-pyridazin-4-yl)propanal ClC1=C(C=NN(C1=O)C1OCCCC1)CCC=O